FC1(CNC1)C(=O)N1CC(C1)N1N=CC(=C1C)C=1C=C(C=2N(C1)N=CC2C#N)OC 6-(1-(1-(3-fluoroazetidine-3-carbonyl)azetidin-3-yl)-5-methyl-1H-pyrazol-4-yl)-4-methoxypyrazolo[1,5-a]pyridine-3-carbonitrile